Cl.Cl.CO[Si](CCCNCCNCC1=CC=C(C=C1)C=C)(OC)OC N-[3-(trimethoxysilyl)propyl]-N'-(4-vinylbenzyl)ethylenediamine bis-hydrochloride